4-{3-[6-amino-9-(5-ethylcarbamoyl-3,4-dihydroxy-tetrahydro-furan-2-yl)-9H-purin-2-yl]-propan-2-yl}-cyclohexanecarboxylic acid methyl ester COC(=O)C1CCC(CC1)C(C)CC1=NC(=C2N=CN(C2=N1)C1OC(C(C1O)O)C(NCC)=O)N